OC[C@@]1(N2[C@H](C[C@H](C1=O)CC2)C(C)C)COC (1S,2R,4R,6R)-2-(hydroxymethyl)-6-isopropyl-2-(methoxymethyl)quinuclidin-3-one